2-(4,4-difluoro-3-methylpiperidin-1-yl)-6,8-difluoro-N-(2-sulfamoylpyridin-4-yl)quinoline-3-carboxamide FC1(C(CN(CC1)C1=NC2=C(C=C(C=C2C=C1C(=O)NC1=CC(=NC=C1)S(N)(=O)=O)F)F)C)F